(9,9-dimethylfluoren-3-yl)(9-phenyl-9H-carbazol-3-yl)(1,1':3',1''-terbenzen-5'-yl)amine CC1(C2=CC=CC=C2C=2C=C(C=CC12)N(C=1C=C(C=C(C1)C1=CC=CC=C1)C1=CC=CC=C1)C=1C=CC=2N(C3=CC=CC=C3C2C1)C1=CC=CC=C1)C